FC1=C(C=C(C(=C1)C)SCC(F)F)C1=C(C=C(C(=C1)SCC(F)F)C)F 2,2'-difluoro-4,4'-dimethyl-5,5'-bis(2,2-difluoroethylthio)-1,1'-biphenyl